CC=1N=C(C2=C(N1)OC=C2C(=O)N2CCN(CC2)C2=NC(=C(C(=C2Cl)Cl)Cl)Cl)NC2(CC2)C methyl-N-(1-methylcyclopropyl)-5-[4-(tetrachloropyridin-2-yl)piperazine-1-carbonyl]furo[2,3-d]pyrimidin-4-amine